(R)-2-(5-(3-((2-Chloro-5-((1-(difluoromethyl)-1H-pyrazol-4-yl)ethynyl)pyridin-4-yl)amino)butoxy)-1-methyl-1H-pyrazol-4-yl)pyrimidin-4-amine ClC1=NC=C(C(=C1)N[C@@H](CCOC1=C(C=NN1C)C1=NC=CC(=N1)N)C)C#CC=1C=NN(C1)C(F)F